trans-norbornene [C@@H]12C=C[C@H](CC1)C2